FC1=NC=C(C=C1C=1C=CC(=C(C1)NC1=NC=NC2=CC(=C(C=C12)OC1CCN(CC1)C(C=C)=O)OC)OC)F 1-(4-((4-((5-(2,5-difluoropyridin-3-yl)-2-methoxyphenyl)amino)-7-methoxyquinazolin-6-yl)oxy)piperidin-1-yl)prop-2-en-1-one